F[C@@H]1C[C@@H](NC1)C(=O)NC1=CC=C2C(=N1)C=NN2C(=O)OC(C)(C)C tert-Butyl 5-{[(4R)-4-fluoro-D-prolyl]amino}-1H-pyrazolo[4,3-b]pyridine-1-carboxylate